CC1(CN2C(NCC2S1)=O)C 3,3-dimethyl-8-oxo-4-thia-1,7-diazabicyclo[3.3.0]octane